3-methyl-hexane CC(CC)CCC